FCOC1=C(OC2CCN(CC2)C(=O)OC(C)(C)C)C=C(C(=C1)[N+](=O)[O-])C(=O)OC tert-Butyl 4-[2-(fluoromethoxy)-5-(methoxycarbonyl)-4-nitrophenoxy]piperidine-1-carboxylate